6-(3-methoxypropionyl)-2-oxo-1,2,5,6,7,8-hexahydro-1,6-naphthyridine-3-carboxamide COCCC(=O)N1CC=2C=C(C(NC2CC1)=O)C(=O)N